N3-(3,4-difluorophenyl)-N3-(3-((tetrahydro-2H-pyran-2-yl)oxy)propyl)-4H-1,2,4-triazole-3,5-diamine FC=1C=C(C=CC1F)N(C1=NN=C(N1)N)CCCOC1OCCCC1